CC(C1=CC=CC=C1)(C)C1=CC(=CC=C1O)CCCCCCCCC 6-(α,α-dimethylbenzyl)-4-nonylphenol